benzyl 4-[5-acetyl-3-[7-(difluoromethyl)-6-(1-methylpyrazol-4-yl)-3,4-dihydro-2H-quinolin-1-yl]-6,7-dihydro-4H-pyrazolo[4,3-c]pyridin-1-yl]piperidine-1-carboxylate C(C)(=O)N1CC2=C(CC1)N(N=C2N2CCCC1=CC(=C(C=C21)C(F)F)C=2C=NN(C2)C)C2CCN(CC2)C(=O)OCC2=CC=CC=C2